COC=1C=C(C=CC1)OC[C@@H](N)C(=O)O O-(3-methoxyphenyl)-D-serine